C(=O)(O)C(C/C=C/CCCCCOCCCCC(C(=O)O)(C)C)(C)C (E)-6-(9-Carboxy-9-methyl-dec-6-enyloxy)-2,2-dimethyl-hexanoic acid